O1C(OCC1)C1CCN(CC1)C1=CC=C(C(=O)O)C=C1 4-[4-(1,3-dioxolan-2-yl)-1-piperidyl]benzoic acid